2-(chloromethyl)-5-(trifluoromethyl)benzo[d]thiazole ClCC=1SC2=C(N1)C=C(C=C2)C(F)(F)F